C(C)(=O)NC1CC(C1)(C(=O)O)C[C@H]1CN(C2=C(O1)C=CC(=C2)C2=C(C=CC(=C2)F)F)S(=O)(=O)C2=CC(=CC=C2)C(F)(F)F (1s,3R)-3-acetamido-1-(((s)-6-(2,5-difluorophenyl)-4-((3-(trifluoromethyl)phenyl)sulfonyl)-3,4-dihydro-2H-benzo[b][1,4]oxazin-2-yl)methyl)cyclobutane-1-carboxylic acid